C(C)(C)C=1N(C=C(N1)C=1C=C(C(=NC1)N)OC(F)(F)F)C12CC(C1)(C2)N2CCN(CC2)C 5-(2-isopropyl-1-(3-(4-methylpiperazin-1-yl)-bicyclo[1.1.1]pentan-1-yl)-1H-imidazol-4-yl)-3-(trifluoromethoxy)-pyridin-2-amine